4',5'-dibromo-3',6'-dihydroxy-3-oxo-3H-spiro[isobenzofuran-1,9'-xanthene]-5-carboxylic acid BrC1=C(C=CC=2C3(C4=CC=C(C(=C4OC12)Br)O)OC(C1=CC(=CC=C13)C(=O)O)=O)O